CN1[C@@H]([C@H](CC1=O)C(=O)NCCCNC(CCCNC(CCCC(=O)NC1CCC(CC1)C(=O)OC(C)(C)C)=O)=O)C=1C=NC=CC1 tert-Butyl (1s,4s)-4-(5-((4-((3-((2S,3S)-1-methyl-5-oxo-2-(pyridin-3-yl)pyrrolidine-3-carboxamido)propyl)amino)-4-oxobutyl)amino)-5-oxopentanamido)cyclohexane-1-carboxylate